5-(benzyl(methyl)amino)-6-((3-hydroxy-3-methylbutan-2-yl)oxy)pyrazolo[1,5-a]pyrimidin C(C1=CC=CC=C1)N(C1=NC=2N(C=C1OC(C)C(C)(C)O)N=CC2)C